3-(3-Chloro-10,11-dihydro-5H-dibenzo[b,f]azepin-5-yl)-N,N-dimethylpropan-1-amine ClC=1C=CC2=C(N(C3=C(CC2)C=CC=C3)CCCN(C)C)C1